L-α-aspartylglycinyl-N6-[(benzyloxy)carbonyl]-L-lysine tert-butyl ester C(C)(C)(C)OC([C@@H](NC(CNC([C@@H](N)CC(O)=O)=O)=O)CCCCNC(=O)OCC1=CC=CC=C1)=O